1-methyl-6-oxopyridin CN1C=CC=CC1=O